N=1N(N=CC1)CCN1N=CC=C1O [2-(2H-1,2,3-triazol-2-yl)ethyl]-1H-pyrazol-5-ol